[SeH-]=[Se].C(CC)[Si](OCC)(OCC)OCC propyl-triethoxysilane diselenide